ClC1=C(C(=NC(=C1)Cl)C)C(=O)O 4,6-dichloro-2-methylpyridine-3-carboxylic acid